2-ethyl-6-((2-methoxy-4-(4-(4-methylpiperazin-1-yl)piperidin-1-yl)phenyl)amino)-4,9-dimethyl-4,9-dihydro-10H-pyrimido[5,4-b]thiazolo[5,4-e][1,4]diazepin-10-one C(C)C=1SC=2N(C3=C(N(C(C2N1)=O)C)C=NC(=N3)NC3=C(C=C(C=C3)N3CCC(CC3)N3CCN(CC3)C)OC)C